FC1=C(C=CC=C1)[C@@H]1[C@H](O1)[C@@H]1N(CCC1)C(=O)OC(C)(C)C tert-butyl (R)-2-((2R,3R)-3-(2-fluorophenyl)oxiran-2-yl)pyrrolidine-1-carboxylate